The molecule is a monocarboxylic acid amide obtained by the formal condensation of valeric acid with ammonia. It derives from a valeric acid. CCCCC(=O)N